N-(5-chloro-6-((1',8-dimethyl-1,5-dioxo-1,5-dihydro-2H-spiro[imidazo[1,5-a]pyridin-3,4'-piperidin]-6-yl)amino)pyrimidin-4-yl)cyclopropanecarboxamide ClC=1C(=NC=NC1NC1=CC(=C2N(C1=O)C1(CCN(CC1)C)NC2=O)C)NC(=O)C2CC2